(1-methyl-4-(trifluoromethyl)-1H-imidazol-2-yl)phenol CN1C(=NC(=C1)C(F)(F)F)C1=C(C=CC=C1)O